C(C)(C)(C)OC(N(C)CC1=CC=C(C=C1)Br)=O 4-Bromobenzyl-(methyl)carbamic acid tert-butyl ester